(S)-4-((2-methoxyethyl)(4-(5,6,7,8-tetrahydro-1,8-naphthyridin-2-yl)butyl)amino)-2-(naphthalen-1-ylamino)butanoic acid COCCN(CC[C@@H](C(=O)O)NC1=CC=CC2=CC=CC=C12)CCCCC1=NC=2NCCCC2C=C1